O=C1NC=NC2=CC=CC=C12 4-oxo-quinazolin